2-((((cis)-4-aminocyclohexyl)thio)methyl)-7-(cyclopropylmethoxy)-5-fluoroquinazolin-4(3H)-one hydrochloride Cl.N[C@H]1CC[C@H](CC1)SCC1=NC2=CC(=CC(=C2C(N1)=O)F)OCC1CC1